1-{4-[4-(2-cyclopentylacetamido)-1H-1,2,3-triazol-1-yl]butyl}-N-(pyridin-3-ylmethyl)-1H-1,2,3-triazole-4-carboxamide C1(CCCC1)CC(=O)NC=1N=NN(C1)CCCCN1N=NC(=C1)C(=O)NCC=1C=NC=CC1